C(#N)C=1C=C(OCCCC(=O)O)C=C(C1)C#N 4-(3,5-dicyanophenoxy)butanoic acid